NC1=NC=NN2C1=CC=C2[C@@]2(O[C@@H]([C@H]([C@H]2O)O)CO)C#N (2R,3R,4S,5R)-2-{4-aminopyrrolo[2,1-f][1,2,4]triazin-7-yl}-3,4-dihydroxy-5-(hydroxymethyl)oxolane-2-carbonitrile